4-(7-bromo-6,8-difluoro-2-(((2R,7aS)-2-fluorotetrahydro-1H-pyrrolizin-7a(5H)-yl)methoxy)quinazolin-4-yl)-6-methyl-1,4-oxazepan-6-ol BrC1=C(C=C2C(=NC(=NC2=C1F)OC[C@]12CCCN2C[C@@H](C1)F)N1CCOCC(C1)(O)C)F